(S)- and (R)-N-(5-(1-methyl-1H-pyrazol-4-yl)pyridin-2-yl)-2-((4-methylphenethyl)amino)-2-phenylacetamide CN1N=CC(=C1)C=1C=CC(=NC1)NC([C@H](C1=CC=CC=C1)NCCC1=CC=C(C=C1)C)=O |r|